NC1=CC(=C(C=C1)C1CCN(CC1)C(=O)C1(CCN(CC1)C(=O)OCCCC)F)F butyl 4-(4-(4-amino-2-fluorophenyl)piperidine-1-carbonyl)-4-fluoropiperidine-1-carboxylate